COC1=CC=C(C=C1)C1=C(C(=NN1C1=CC=CC=C1)C)/C=C/C(=O)C1=CC=C(C=C1)OC (E)-3-(5-(4-methoxyphenyl)-3-methyl-1-phenyl-1H-pyrazol-4-yl)-1-(4-methoxyphenyl)prop-2-en-1-one